N(6)-[2-[[4-(diethylamino)-1-methylbutyl]amino]-6-methyl-4-pyrimidinyl]-2-methyl-4,6-quinolinediamine trihydrochloride Cl.Cl.Cl.C(C)N(CCCC(C)NC1=NC(=CC(=N1)NC=1C=C2C(=CC(=NC2=CC1)C)N)C)CC